ClC1=CC(=C(C=C1)C(C=C)=O)C#CC1=CC=CC=C1 1-(4-chloro-2-(phenylethynyl)phenyl)prop-2-en-1-one